acetoin butyrate C(CCC)(=O)O.OC(C(C)=O)C